BrC(CO)C(Cl)C1=CC=C(C=C1)Br trans-2-Bromo-3-(4-bromophenyl)-3-chloropropan-1-ol